tert-butyl (S)-(1-(4-(1-isopropyl-4-(trifluoromethyl)-1H-imidazol-2-yl)phenyl)ethyl)-carbamate C(C)(C)N1C(=NC(=C1)C(F)(F)F)C1=CC=C(C=C1)[C@H](C)NC(OC(C)(C)C)=O